methallyl-sulfonic acid sodium salt [Na+].C(C(C)=C)S(=O)(=O)[O-]